N-methyl-3-[2-[3-methyl-6-[(1-methylcyclopropyl)sulfamoyl]-2-oxo-benzimidazol-1-yl]thiazol-5-yl]propanamide CNC(CCC1=CN=C(S1)N1C(N(C2=C1C=C(C=C2)S(NC2(CC2)C)(=O)=O)C)=O)=O